ClCCCS(=O)(=O)N=C1C=CC=CN1 6-(3-chloropropyl-sulfonylimino)pyridine